1-(2-Methoxy-2-methylpropyl)azetidin-3-yl (8-amino-7-fluoro-6-(8-methyl-2,3-dihydro-1H-pyrido[2,3-b][1,4]oxazin-7-yl)isoquinolin-3-yl)carbamate NC=1C(=C(C=C2C=C(N=CC12)NC(OC1CN(C1)CC(C)(C)OC)=O)C1=C(C2=C(OCCN2)N=C1)C)F